(S)-6-(((1-(1-(tert-butyl)piperidin-4-yl)-1H-1,2,3-triazol-4-yl)(2-methyl-3-oxoisoindolin-4-yl)methyl)amino)-8-chloro-4-((3-chloro-4-fluorophenyl)amino)quinoline-3-carbonitrile C(C)(C)(C)N1CCC(CC1)N1N=NC(=C1)[C@H](C1=C2C(N(CC2=CC=C1)C)=O)NC=1C=C2C(=C(C=NC2=C(C1)Cl)C#N)NC1=CC(=C(C=C1)F)Cl